4-((3-(3-(3,4-dimethoxyphenyl)propionyl)phenyl)amino)-4-oxobutanoic acid COC=1C=C(C=CC1OC)CCC(=O)C=1C=C(C=CC1)NC(CCC(=O)O)=O